5,7-dimethyl-7H-pyrrolo[2,3-d]pyrimidine-4-carboxylic acid potassium [K].CC1=CN(C=2N=CN=C(C21)C(=O)O)C